(1R)-borneol [C@]12(C(CC(CC1)C2(C)C)O)C